CN1C(=NC=C1CO)[N+](=O)[O-] 1-N-Methyl-2-Nitro-5-Hydroxymethyl-Imidazole